C1=C(C=CC2=CC=CC=C12)C1=NNC(O1)=O 5-(naphthalen-2-yl)-1,3,4-oxadiazol-2(3H)-one